OCCNC(=O)C1=NNC=C1 N-(2-hydroxyethyl)-1H-pyrazole-3-carboxamide